(3S)-N-[4-methyl-3-[2-(morpholin-4-yl)-6-(pyrrolidin-3-yl)pyridin-4-yl]phenyl]-3-(2,2,2-trifluoroethyl)pyrrolidine-1-carboxamide CC1=C(C=C(C=C1)NC(=O)N1C[C@@H](CC1)CC(F)(F)F)C1=CC(=NC(=C1)C1CNCC1)N1CCOCC1